[Co]=S.[Ni] Nickel-Cobalt Sulfide